O=C1NC(CCC1N1C=C2C=CC(=CC2=C1)N[C@@H]1CN(CCC1)CC1CCNCC1)=O 2-(2,6-dioxopiperidin-3-yl)-5-(((S)-1-(piperidin-4-ylmethyl)piperidin-3-yl)amino)isoindole